methyl 4-[1-{[(di-tert-butoxyphosphoryl)oxy]methyl}-5-(1-ethyl-3-methyl-1H-pyrazol-5-yl)-1H-1,2,4-triazol-3-yl]-1-methyl-1H-indazole-6-carboxylate C(C)(C)(C)OP(=O)(OC(C)(C)C)OCN1N=C(N=C1C1=CC(=NN1CC)C)C1=C2C=NN(C2=CC(=C1)C(=O)OC)C